FC1(C(CCC1)C1=CC(=C2C=NC(=NN21)N[C@H]2[C@@H](CN(CC2)S(=O)(=O)C)F)F)F 7-(2,2-difluorocyclopentyl)-5-fluoro-N-((3R,4R)-3-fluoro-1-(methylsulfonyl)piperidin-4-yl)pyrrolo[2,1-f][1,2,4]triazin-2-amine